N-(biphenyl-4-yl)-9,9-dimethyl-9H-fluoren-2-amine CC1(C2=CC=CC=C2C3=C1C=C(C=C3)NC4=CC=C(C=C4)C5=CC=CC=C5)C